1-(bromomethyl)-4-vinylbenzene BrCC1=CC=C(C=C1)C=C